4-pentyl-2-hydroxy-1,3-dioxo-4H-isoquinoline C(CCCC)C1C(N(C(C2=CC=CC=C12)=O)O)=O